C(C)C1=NN(C2=NC(=NC(=C12)NCC1=CC=C(C=C1)OC)C1=CC=C(C(=O)O)C=C1)C p-(3-ethyl-4-{[(p-methoxyphenyl)methyl]amino}-1-methyl-1H-1,2,5,7-tetraazainden-6-yl)benzoic acid